C1N(CCC12CNCC2)C2=NC=CC(=N2)COC2=CC=C(C=C2)C(C)(C)C2=CC=C(OC1CC(C1)NC=1C=C3C(N(C(C3=CC1)=O)C1C(NC(CC1)=O)=O)=O)C=C2 5-(((1r,3r)-3-(4-(2-(4-((2-(2,7-diazaspiro[4.4]nonan-2-yl)pyrimidin-4-yl)methoxy)phenyl)propan-2-yl)phenoxy)cyclobutyl)amino)-2-(2,6-dioxopiperidin-3-yl)isoindolin-1,3-dione